CC1(NC(CC(C1)C(=O)O)(C)C)C 2,2,6,6-tetramethyl-4-carboxypiperidine